(R)-N'-(4-(difluoromethoxy)-2,6-diisopropylphenyl-carbamoyl)-3-fluoro-5-(2-hydroxypropan-2-yl)thiophene-2-sulfonimidamide FC(OC1=CC(=C(C(=C1)C(C)C)NC(=O)N=[S@](=O)(N)C=1SC(=CC1F)C(C)(C)O)C(C)C)F